N-(5-methyl-2-propyl-2,3-dihydro-1H-inden-1-yl)-2-oxo-6-(trifluoromethyl)-1,2-dihydropyridine-3-carboxamide CC=1C=C2CC(C(C2=CC1)NC(=O)C=1C(NC(=CC1)C(F)(F)F)=O)CCC